1,1-Diphenylethylen C1(=CC=CC=C1)C(=C)C1=CC=CC=C1